7-[3-(butyrylaminomethyl)-3-hydroxyazetidin-1-yl]-5-methyl-4-oxo-1-(1,3-thiazol-2-yl)-1,4-dihydro-1,8-naphthyridine-3-carboxylic acid C(CCC)(=O)NCC1(CN(C1)C1=CC(=C2C(C(=CN(C2=N1)C=1SC=CN1)C(=O)O)=O)C)O